N1-(4-amino-1,3-dihydrofuro[3,4-c]pyridin-7-yl)-N2-(1-(3-fluoropyridin-2-yl)ethyl)-N2-((5-(1-methyl-1H-pyrazol-4-yl)pyridin-2-yl)methyl)oxalamide NC1=NC=C(C2=C1COC2)NC(C(=O)N(CC2=NC=C(C=C2)C=2C=NN(C2)C)C(C)C2=NC=CC=C2F)=O